(3-chloro-pyridyl)palladium(II) dichloride ClC=1C(=NC=CC1)[Pd-](Cl)Cl